3-(5-(2-(2-(6-(3-((R)-1-aminoethyl)phenoxy)hexyloxy)ethoxy)ethylamino)-1-oxoisoindolin-2-yl)piperidine-2,6-dione hydrochloride Cl.N[C@H](C)C=1C=C(OCCCCCCOCCOCCNC=2C=C3CN(C(C3=CC2)=O)C2C(NC(CC2)=O)=O)C=CC1